2-(4-bromophenyl)-4,5-dihydrooxazole BrC1=CC=C(C=C1)C=1OCCN1